FC=1C=C(C=CC1NC=1N=CC2=C(N1)N1C(C(=C2)C2=C(C=CC=C2)C)=NCC1)N1CCN(CC1)C(=O)OC(C)(C)C tert-butyl 4-(3-fluoro-4-((6-(o-tolyl)-8,9-dihydroimidazo[1',2':1,6]pyrido[2,3-d]pyrimidin-2-yl)amino)phenyl)piperazine-1-carboxylate